C(C)(=O)O[C@@H]1[C@H](OC(C)=O)[C@@H](OC(C)=O)[C@H](OC(C)=O)[C@H](O1)COC(C)=O 1,2,3,4,6-penta-O-acetyl-α-D-glucopyranose